FC(OC=1C=C(C=CC1)CN1C2=CC=CC(=C2C=2C(=CC=CC12)OCC(=O)O)C(N)=O)(F)F {9-[(3-trifluoromethoxyphenyl)methyl]-5-carbamoyl-carbazol-4-yl}oxyacetic acid